ONC(CCCCCCNC(C1=CC=C(C=C1)NC1=NC2=CC=CC=C2C(N1)=O)=O)=O N-(7-(hydroxyamino)-7-oxoheptyl)-4-((4-oxo-3,4-dihydroquinazolin-2-yl)amino)benzamide